azobis(isobutyrate) N(=NC(C(=O)[O-])(C)C)C(C(=O)[O-])(C)C